C1(CC1)C1=NC(=CC(=N1)C(=O)NC1=CC(=CC=C1)C1(COC1)[C@@H](C1=NN=CN1C)F)C (S)-2-cyclopropyl-N-(3-(3-(fluoro(4-methyl-4H-1,2,4-triazol-3-yl)methyl)oxetan-3-yl)phenyl)-6-methylpyrimidine-4-carboxamide